7-fluoro-2-methyl-5-[2-(oxan-2-yl)thieno[2,3-c]pyrazol-5-yl]indazole FC1=CC(=CC2=CN(N=C12)C)C1=CC=2C(=NN(C2)C2OCCCC2)S1